Cl.ClC1=C(C=CC=C1N1CCNCC1)C1=C(C=CC=C1)O 2-chloro-3-(piperazin-1-yl)phenylphenol hydrochloride